CC1(CC(C(C(C1)=O)=C(CC(C)C)N[C@@H](CCCCN)C(=O)O)=O)C 1-(4,4-dimethyl-2,6-dioxocyclohex-1-ylidene)-3-methylbutyl-L-lysine